OC1=CC=C(C=C1)C(\C=C\C1=CC=C(C=C1)C)=O (E)-1-(4-hydroxyphenyl)-3-(p-tolyl)prop-2-en-1-one